4-(4-(4-chloro-7,7-dimethyl-5-oxo-5,7-dihydroindolo[1,2-a]quinazolin-9-yl)piperidin-1-yl)cyclohexane-1-carboxylic acid ClC=1C=2C(N=C3N(C2C=CC1)C1=CC=C(C=C1C3(C)C)C3CCN(CC3)C3CCC(CC3)C(=O)O)=O